4-cyclopropoxy-5-methyl-2-(1-methyl-1H-pyrazol-5-yl)thiophene-3-carbonitrile C1(CC1)OC=1C(=C(SC1C)C1=CC=NN1C)C#N